C(C)(C)(C)NC(C1=C(C=CC=C1)Cl)=O N-t-butyl-2-chlorobenzamide